ClC1=CC=CN2C=C(C=C12)C(=O)N(C)[C@H](C)C1=NNC(C2=CC(=C(C=C12)F)F)=O |r| Racemic-8-chloro-N-(1-(6,7-difluoro-4-oxo-3,4-dihydrophthalazin-1-yl)ethyl)-N-methylindolizine-2-carboxamide